(3S,4S)-8-(3-(6-(1-isopropyl-1H-pyrazol-4-yl)-3,4-dihydro-1,5-naphthyridin-1(2H)-yl)-1H-pyrazolo[3,4-b]pyrazin-6-yl)-3-methyl-2-oxa-8-azaspiro[4.5]decan-4-amine hydrochloride Cl.C(C)(C)N1N=CC(=C1)C=1N=C2CCCN(C2=CC1)C1=NNC2=NC(=CN=C21)N2CCC1([C@@H]([C@@H](OC1)C)N)CC2